6-(2,4-dimethoxypyrimidin-5-yl)-8-((1S,2S)-2-(2-(trifluoromethoxy)phenyl)cyclopropyl)imidazo[1,2-b]pyridazine COC1=NC=C(C(=N1)OC)C=1C=C(C=2N(N1)C=CN2)[C@@H]2[C@H](C2)C2=C(C=CC=C2)OC(F)(F)F